O=C1NC(CCC1N1C(C2=CC=C(C=C2C1)NC(=O)C=1C=CC=2C(N1)=CN(N2)C)=O)=O N-(2-(2,6-dioxopiperidin-3-yl)-1-oxoisoindolin-5-yl)-2-methyl-2H-pyrazolo[4,3-b]pyridine-5-carboxamide